BrC1=C(N=C2N(C1=O)C=CC=C2C2=CC(=C(C=C2)C(=O)N2CC(OCC2)(F)F)F)C(F)(F)F 3-Bromo-9-(4-((2,2-difluoromorpholin-4-yl)carbonyl)-3-fluorophenyl)-2-(trifluoromethyl)-4H-pyrido[1,2-a]pyrimidin-4-on